N-(2-fluorophenyl)-7-(5-morpholinopyrimidin-2-yl)quinazolin-4-amine FC1=C(C=CC=C1)NC1=NC=NC2=CC(=CC=C12)C1=NC=C(C=N1)N1CCOCC1